O-METHOXYPHENOL COOC1=CC=CC=C1